COC1=CC=C(C=N1)CN1C(N(C2=CC=C(C=C2C1=O)OCC#N)C1CCOCC1)=O ({3-[(6-methoxypyridin-3-yl)methyl]-2,4-dioxo-1-(tetrahydro-2H-pyran-4-yl)-1,2,3,4-tetrahydroquinazolin-6-yl}oxy)acetonitrile